C(C)(C)(C)OC(=O)NC1=CC(=C2C=CC=NC2=C1)C1(CC1)NC(=O)C=1C=C(OCC2N(CC2)C(=O)[O-])C=CC1C 2-((3-((1-(7-((tert-butoxycarbonyl)amino)quinolin-5-yl)cyclopropyl)carbamoyl)-4-methylphenoxy)methyl)azetidine-1-carboxylate